OC=1C(=CC=2C(C3=CC=CC=C3C(C2C1O)=O)=O)NS(=O)(=O)C1=C(C(=CC=C1)F)F N-(3,4-dihydroxy-9,10-dioxo-9,10-dihydroanthracen-2-yl)-2,3-difluorobenzenesulfonamide